FC1=C(C(=O)O)C=C(C=C1)C1=NN(C2=CC=C(C=C12)O)C1OCCCC1 2-fluoro-5-[5-hydroxy-1-(oxan-2-yl)-1H-indazol-3-yl]benzoic acid